3-[3-(3-carboxyphenyl)-4-[2-(hydroxyamino)-2-oxo-ethyl]-1H-pyrazol-5-yl]Benzoic acid C(=O)(O)C=1C=C(C=CC1)C1=NNC(=C1CC(=O)NO)C=1C=C(C(=O)O)C=CC1